COC1=C(C2=CC=CC=C2C=C1)CC1=C(C=CC2=CC=CC=C12)COCCN1CCCC1 1-(2-((1-((2-Methoxynaphthalen-1-yl)methyl)naphthalen-2-yl)methoxy)ethyl)pyrrolidine